N1(N=CC=C1)C[C@@]1(CN(CCC1)C=1C(=CC(=NC1)C1=CC(=C(C=C1)F)F)CN1C2=NC=NC(=C2N=C1)N)N (R)-9-((5-(3-((1H-Pyrazol-1-yl)methyl)-3-aminopiperidin-1-yl)-2-(3,4-difluorophenyl)pyridin-4-yl)methyl)-9H-purin-6-amin